5-amino-8-(2,6-dimethyl-4-pyridinyl)-2-[(1,1-dioxothietane-3-yl)methyl]-7-phenyl-[1,2,4]triazolo[4,3-c]pyrimidin-3-one NC1=NC(=C(C=2N1C(N(N2)CC2CS(C2)(=O)=O)=O)C2=CC(=NC(=C2)C)C)C2=CC=CC=C2